ClC1=CC(=CC(=N1)N1CCN(CC1)S(=O)(=O)C1=CC=C(C=C1)C=1C(=NC=CC1)C(=O)N)C(F)(F)F [4-[4-[6-chloro-4-(trifluoromethyl)-2-pyridyl]piperazin-1-yl]sulfonylphenyl]pyridine-2-carboxamide